(5-benzoylimidazo[1,2-a]pyridin-7-yl)(piperidin-1-yl)methanone carbon silicon-magnesium [Mg].[Si].[C].C(C1=CC=CC=C1)(=O)C1=CC(=CC=2N1C=CN2)C(=O)N2CCCCC2